7-methoxy-1,9-dimethyl-6-(1-methyl-1H-pyrazol-4-yl)-9H-pyrido[3,4-b]indole COC1=C(C=C2C3=C(N(C2=C1)C)C(=NC=C3)C)C=3C=NN(C3)C